N-(5-chloropyridin-2-yl)-N'-[(1S,2R,4S)-2-amino-4-(N,N-dimethylcarbamoyl)-cyclohexyl]ethanediamide ClC=1C=CC(=NC1)NC(C(=O)N[C@@H]1[C@@H](C[C@H](CC1)C(N(C)C)=O)N)=O